FC1(CC(CC1)C(=O)NC1=CC(=NC=C1)C(=O)N)F 4-[(3,3-difluorocyclopentanecarbonyl)amino]pyridine-2-carboxamide